3-(4-methoxy-2-nitro-phenyl)-2,2-dimethyl-propionic acid COC1=CC(=C(C=C1)CC(C(=O)O)(C)C)[N+](=O)[O-]